ClC=1C(=CC=C2C=C(C(=C(C12)O)C(=O)O)O)F 8-chloro-7-fluoro-1,3-dihydroxy-2-naphthoic acid